1H-pyrrolo[3,4-c]pyridine-3(2H)-one C1NC(C=2C=NC=CC21)=O